C1(CCCCC1)NCC=1NC2=CC=CC=C2C(C1)=O 2-((cyclohexylamino)methyl)quinolin-4(1H)-one